(R)-N-(2-((2-amino-6,7-difluoroquinazolin-4-yl)amino)-2-methylhexyl)acetamide NC1=NC2=CC(=C(C=C2C(=N1)N[C@@](CNC(C)=O)(CCCC)C)F)F